(R)-N-hydroxy-2-((2,3-dihydrobenzofuran-3-yl)amino)pyrimidine-5-carboxamide ONC(=O)C=1C=NC(=NC1)N[C@H]1COC2=C1C=CC=C2